C(C1=CC=CC=C1)C=1C=NC=NC1 C5-Benzylpyrimidine